C(N)(OCC(C1=C(C=CC=C1)O)C(C)(C)C)=O tert-butyl-2-hydroxyphenylethyl carbamate